OC1=C(C=O)C(=CC=C1)OC[C@H]1N(CCCC1)C(C1=C(N=CC=C1)CCCO)=O (S)-2-hydroxy-6-((1-(2-(3-hydroxypropyl)nicotinoyl)-piperidin-2-yl)methoxy)-benzaldehyde